(2,4-dichlorophenyl)-5-[6-[(3S)-1-(3-fluoropropyl)pyrrolidin-3-yl]oxy-3-pyridinyl]-8,9-dihydro-7H-benzo[7]annulene-2-carboxylic acid ClC1=C(C=CC(=C1)Cl)C1=C(C=CC2=C1CCCC=C2C=2C=NC(=CC2)O[C@@H]2CN(CC2)CCCF)C(=O)O